2-(2-(4-fluoro-1,3-dioxoisoindol-2-yl)ethyl)piperidine FC1=C2C(N(C(C2=CC=C1)=O)CCC1NCCCC1)=O